N-bromomethyl-2-propylamine BrCNC(C)C